CC(CC(=O)SCCNC(=O)CCNC(=O)[C@@H](C(C)(C)COP(=O)(O)OP(=O)(O)OC[C@@H]1[C@H]([C@H]([C@@H](O1)N2C=NC3=C(N=CN=C32)N)O)OP(=O)(O)O)O)N The molecule is an aminobutanoyl-CoA resulting from the formal condensation of the thiol group of coenzyme A with the carboxy group of 3-aminobutanoic acid. It derives from a butyryl-CoA and a 3-aminobutanoic acid. It is a conjugate acid of a 3-aminobutyryl-CoA(3-).